F[C@@H]1CN(CC1)C1=NC=CC(=C1C=1OC(=NN1)CCC(C)C)C1=C(C=CC=C1)O (S)-2-(2-(3-fluoropyrrolidin-1-yl)-3-(5-isopentyl-1,3,4-oxadiazol-2-yl)pyridin-4-yl)phenol